C(C)(=O)NC=1C=C(C(=O)NC=2SC=C(C3=C(N2)C=CC=C3)C)C=CC1 3-(acetylamino)-N-(5-methylbenzo[d][1,3]thiazepin-2-yl)benzamide